3-(5-methyl-1,3-thiazol-2-yl)-5-[(3S)-tetrahydrofuran-3-yloxy]benzoic acid CC1=CN=C(S1)C=1C=C(C(=O)O)C=C(C1)O[C@@H]1COCC1